C(=O)O.COCCN1C(=NC2=C1C=C(C=C2)C(=O)O)CN2CCC(CC2)C2=CC=CC=1OC(OC12)(C1=CC(=CC=C1)C)C 1-(2-methoxyethyl)-2-({4-[2-methyl-2-(3-methylphenyl)-1,3-benzodioxol-4-yl]piperidin-1-yl}methyl)-1H-benzimidazole-6-carboxylic acid, formate salt